(R)-3-Cyclopentyl-2-(1,5-diphenyl-1H-1,2,4-triazole-3-carboxamido)propanoic acid C1(CCCC1)C[C@H](C(=O)O)NC(=O)C1=NN(C(=N1)C1=CC=CC=C1)C1=CC=CC=C1